N-(4-bromo-2,5-difluorophenyl)-7-chloroimidazo[1,2-a]pyridine-3-sulfonamide BrC1=CC(=C(C=C1F)NS(=O)(=O)C1=CN=C2N1C=CC(=C2)Cl)F